α-d-Glucose O[C@@H]1[C@H](O)[C@@H](O)[C@H](O)[C@H](O1)CO